ClC=1C=C(C=2N(N1)C(=CN2)C2=CSC(=C2)C)NCC2=NC1=C(N2)C=CC=C1F 6-chloro-N-((4-fluoro-1H-benzo[d]imidazol-2-yl)methyl)-3-(5-methylthiophen-3-yl)imidazo[1,2-b]pyridazin-8-amine